C1(CC1)C(=O)NC1=CC(=C(N=N1)C(=O)NC([2H])([2H])[2H])NC1=C(C(=CC=C1)C=1SC2=C(N1)CNC2)OC 6-(Cyclopropanecarboxamido)-4-[3-(5,6-dihydro-4H-pyrrolo[3,4-d]thiazol-2-yl)-2-methoxy-anilino]-N-(trideuteromethyl)pyridazine-3-carboxamide